N1-(3-oxo-3,4-dihydro-2H-1,4-benzoxazin-7-yl)-N3-(pyrazin-2-yl)benzene-1,3-dicarboxamide O=C1COC2=C(N1)C=CC(=C2)NC(=O)C2=CC(=CC=C2)C(=O)NC2=NC=CN=C2